chloro-4-(pyridin-2-ylmethoxy)aniline ClNC1=CC=C(C=C1)OCC1=NC=CC=C1